2-(2,4-dioxotetrahydropyrimidin-1(2H)-yl)-5-((4-(4-methoxyphenyl)piperazin-1-yl)methyl)isoindoline-1,3-dione O=C1N(CCC(N1)=O)N1C(C2=CC=C(C=C2C1=O)CN1CCN(CC1)C1=CC=C(C=C1)OC)=O